COC1=CC=C(C2=C(C=CC=C12)OCCOC(F)(F)F)C=O 4-methoxy-8-[2-(trifluoromethoxy)ethoxy]naphthalene-1-carbaldehyde